(2-(2,6-dioxopiperidin-3-yl)-3-oxoisoindolin-5-yl)methyl (6-((R)-2-methylpyrrolidin-1-yl) pyridin-3-yl)carbamate C[C@H]1N(CCC1)C1=CC=C(C=N1)NC(OCC=1C=C2C(N(CC2=CC1)C1C(NC(CC1)=O)=O)=O)=O